3-[3-methyl-2-oxo-5-(4,5-dioxaborolan-2-yl)benzimidazol-1-yl]piperidine-2,6-dione CN1C(N(C2=C1C=C(C=C2)C2BOOC2)C2C(NC(CC2)=O)=O)=O